C1(CC1)OC=1C=CC(=NC1NC)C=O 5-CYCLOPROPOXY-6-(METHYLAMINO)PICOLINALDEHYDE